(S)-3-(4-(((S)-7-fluoro-2,3-dihydrobenzo[b][1,4]dioxin-2-yl)methoxy)phenyl)-4-hexynoic acid FC=1C=CC2=C(O[C@H](CO2)COC2=CC=C(C=C2)[C@H](CC(=O)O)C#CC)C1